(E)-1-[4-(4-Hydroxypiperidin-1-yl)phenyl]-3-(4-methoxyphenyl)prop-2-en-1-one OC1CCN(CC1)C1=CC=C(C=C1)C(\C=C\C1=CC=C(C=C1)OC)=O